4-(difluoromethyl)-N-(5-methyl-1H-pyrazol-3-yl)-6-(piperazin-1-yl)pyridin-2-amine FC(C1=CC(=NC(=C1)N1CCNCC1)NC1=NNC(=C1)C)F